FC1(CCN(CC1)C1=CC(=CC=2N1N=CC2)C2=NN=C(O2)C2=C(C=C(C=C2)NS(=O)(=O)CCO)N2CCC1(CC1)CC2)F N-(4-(5-(7-(4,4-difluoropiperidin-1-yl)pyrazolo[1,5-a]pyridin-5-yl)-1,3,4-oxadiazol-2-yl)-3-(6-azaspiro[2.5]oct-6-yl)phenyl)-2-hydroxyethane-1-sulfonamide